C1(CCC1)N1C[C@@H](CCC1)C(C(=O)N)N1N=C(N2C(C1=O)=CC1=C2SC=C1)C(C)O ((R)-1-cyclobutylpiperidin-3-yl)-2-(8-(1-hydroxyethyl)-5-oxothieno[3',2':4,5]pyrrolo[1,2-d][1,2,4]triazin-6(5H)-yl)acetamide